tert-butyl 4-(4-{4-[5-(difluoromethyl)-2-fluoro-3-[(pyrrolidine-1-sulfonyl)amino]phenyl]-3-(pyridin-4-yl)pyrazol-1-yl}-3-fluorophenyl)piperazine-1-carboxylate FC(C=1C=C(C(=C(C1)C=1C(=NN(C1)C1=C(C=C(C=C1)N1CCN(CC1)C(=O)OC(C)(C)C)F)C1=CC=NC=C1)F)NS(=O)(=O)N1CCCC1)F